7-(3,3-dimethylcyclobutyl)-N-[(3S,4R)-3-fluorooxan-4-yl]imidazo[4,3-f][1,2,4]triazin-2-amine CC1(CC(C1)C1=NC=C2C=NC(=NN21)N[C@H]2[C@@H](COCC2)F)C